BrC1=C2C(N(C(C2=CC=C1CN1CCN(CC1)C1CCN(CC1)C1=CC=C(C=C1)NC1=NC=C2N=C(N(C2=N1)C1CCCC1)NC1=CC=CC=C1)=O)C1C(NC(CC1)=O)=O)=O 4-bromo-5-((4-(1-(4-((9-cyclopentyl-8-(phenylamino)-9H-purin-2-yl)amino)phenyl)piperidin-4-yl)piperazin-1-yl)methyl)-2-(2,6-dioxopiperidin-3-yl)isoindoline-1,3-dione